ClC1=C(C(=CC=C1)I)C 1-chloro-3-iodo-2-methylbenzene